2-(diethoxyphosphoryl)-3-methylbutyrate C(C)OP(=O)(OCC)C(C(=O)[O-])C(C)C